tert-butyl N-[(1S)-1-(4,4-difluorocyclohexyl)-2-oxo-2-[[1-[(2-oxopyrrolidin-3-yl)methyl]pyrazol-4-yl]amino]ethyl]carbamate FC1(CCC(CC1)[C@@H](C(NC=1C=NN(C1)CC1C(NCC1)=O)=O)NC(OC(C)(C)C)=O)F